ClC1=C(C=CC=C1)[C@]1(C(CCCC1)=O)CNC(OCOC([C@H](C)NC(C(C)C)=O)=O)=O ((S)-2-(isobutyramido)propanoyloxy)methyl (S)-1-(2-chlorophenyl)-2-oxocyclohexylmethylcarbamate